tert-butyl 6-(2-(((4-(N-(tert-butoxycarbonyl)-N-(thiazol-4-yl) sulfamoyl)-2-chloro-5-fluorophenyl) amino) methyl)-3-chlorophenyl)-2,6-diazaspiro[3.3]Heptane-2-carboxylate C(C)(C)(C)OC(=O)N(S(=O)(=O)C1=CC(=C(C=C1F)NCC1=C(C=CC=C1Cl)N1CC2(CN(C2)C(=O)OC(C)(C)C)C1)Cl)C=1N=CSC1